N-((5-chloropyridin-2-yl)methyl)-11-oxo-10,11-dihydrodibenzo[b,f][1,4]thiazepine-8-carboxamide 5,5-dioxide ClC=1C=CC(=NC1)CNC(=O)C1=CC2=C(S(C3=C(C(N2)=O)C=CC=C3)(=O)=O)C=C1